ClC=1C(=C(NC2=NC=NC3=CC=C(C=C23)[C@@H]2CN(CCC2)C(C=C)=O)C=CC1)F 1-[(3R)-3-[4-(3-chloro-2-fluoro-anilino)quinazolin-6-yl]-1-piperidyl]prop-2-en-1-one